1-((3s,4r)-4-(5-fluoropyridin-3-yl)-1-(2-methoxyethyl)pyrrolidin-3-yl)-3-(2-phenyl-2,4,5,6-tetrahydrocyclopenta[c]pyrazol-3-yl)urea FC=1C=C(C=NC1)[C@H]1[C@@H](CN(C1)CCOC)NC(=O)NC1=C2C(=NN1C1=CC=CC=C1)CCC2